ClC1=C(C=C2C=C(N=CC2=C1)NC(=O)[C@H]1C(OCC1)(C)C)N1CCN(CC1)[C@@]1(COC[C@@H]1O)C (R)-N-(7-chloro-6-(1-((3R,4R)-4-hydroxy-3-methyltetrahydrofuran-3-yl)piperazin-4-yl)isoquinolin-3-yl)-2,2-dimethyltetrahydrofuran-3-carboxamide